4-(3-(4-hydroxy-3,5-dimethylphenyl)acryloyl)benzoic acid OC1=C(C=C(C=C1C)C=CC(=O)C1=CC=C(C(=O)O)C=C1)C